O[C@@H]1CN(C[C@@H]1O)C1=C(C=C2C(C(=CN(C2=N1)C1=C(C=C(C=C1F)F)F)C(=O)NC(C(C)C)CC)=O)F 7-[(3R,4S)-3,4-dihydroxypyrrolidin-1-yl]-6-fluoro-N-[2-methylpentan-3-yl]-4-oxo-1-(2,4,6-trifluorophenyl)-1,4-dihydro-1,8-naphthyridine-3-carboxamide